(R)-tert-butyl 4-(5-bromopyridin-3-yl)-2-methylpiperazine-1-carboxylate BrC=1C=C(C=NC1)N1C[C@H](N(CC1)C(=O)OC(C)(C)C)C